FC1=CC=CC=2OCCN[C@H]3C[C@H](CN(C=4C=CC=C(C5=NNC6=CN=C(C12)C=C56)C4)C3)C (9R,11S)-20-fluoro-9-methyl-15-oxa-7,12,23,26,27-pentaazahexacyclo[20.5.2.12,6.17,11.016,21.025,28]hentriaconta-1(27),2,4,6(31),16(21),17,19,22,24,28-decaene